C1(CC1)N1C(NC=2NC(=NC2C1=O)CN1CCN(CC1)C=1C=CC(=NC1)C(=O)NC)=O 5-(4-((1-cyclopropyl-2,6-dioxo-2,3,6,9-tetrahydro-1H-purin-8-yl)methyl)piperazin-1-yl)-N-methylpicolinamide